CC=1N(C(NN1)=O)C1=CC=C(C=C1)OC1=CC(=CC=C1)C(F)(F)F 5-methyl-4-(4-{[3-(trifluoromethyl)phenyl]oxy}phenyl)-2,4-dihydro-3H-1,2,4-triazol-3-one